tricarboxyl-pyridyl-s-triazine tert-butyl-3-(5-(2-bromoacetyl)thiophen-2-yl)-3-hydroxypyrrolidine-1-carboxylate C(C)(C)(C)OC(=O)N1CC(CC1)(O)C=1SC(=CC1)C(CBr)=O.C(=O)(O)C=1C(=C(C(=NC1)C1=NC=NC=N1)C(=O)O)C(=O)O